(3-fluoro-5-(1-(4-(methylsulfonyl)phenyl)-1H-pyrazol-4-yl)phenyl)methylamine FC=1C=C(C=C(C1)C=1C=NN(C1)C1=CC=C(C=C1)S(=O)(=O)C)CN